3-(methylamino)-1-phenylpropanol CNCCC(O)C1=CC=CC=C1